(3S)-3-methylsulfonyloxypyrrolidine-1-carboxylic acid tert-butyl ester C(C)(C)(C)OC(=O)N1C[C@H](CC1)OS(=O)(=O)C